tert-Butyl 3-(4-methyl-7-(thiazol-2-yl)benzo[d]oxazol-2-yl)-3,9-diazabicyclo[3.3.1]nonane-9-carboxylate CC1=CC=C(C2=C1N=C(O2)N2CC1CCCC(C2)N1C(=O)OC(C)(C)C)C=1SC=CN1